[2-(aminomethyl)-3,3-difluoro-allyl]-4-(4-bromo-3-fluoro-phenyl)-1,2,4-triazol-3-one trifluoroacetate salt FC(C(=O)O)(F)F.NCC(CC=1N(C(NN1)=O)C1=CC(=C(C=C1)Br)F)=C(F)F